C(C)OC(C[C@@H](C=1C=NC2=CC=CC=C2C1)N)=O (S)-3-amino-3-(quinolin-3-yl)propionic acid ethyl ester